ClC1=CC=C(C=C1)C=1C=C(C(N(N1)C1=NN(C=C1)C)=O)C(=O)NC(CO)C 6-(4-chlorophenyl)-N-(1-hydroxypropan-2-yl)-2-(1-methyl-1H-pyrazol-3-yl)-3-oxo-2,3-dihydropyridazine-4-carboxamide